2-chloro-9-(tetrahydro-2H-pyran-2-yl)-N-(tetrahydro-2H-pyran-4-yl)-9H-purin-6-amine ClC1=NC(=C2N=CN(C2=N1)C1OCCCC1)NC1CCOCC1